N-(1-(4-(trifluoromethyl)benzyl)-1H-indazol-3-yl)thiophene-2-carboxamide FC(C1=CC=C(CN2N=C(C3=CC=CC=C23)NC(=O)C=2SC=CC2)C=C1)(F)F